COC1=C2C=CNC2=C(C=C1)C 4-methoxy-7-methyl-1H-indole